BrCCCCCC(F)(F)F 6-bromo-1,1,1-trifluorohexane